C(CCC)C=1[N+](=C(NC1)S(=O)(=O)[O-])C Butyl-methylimidazoliumsulfonate